NC\C=C(\CN1N=NC2=C1C=C(C=C2C2=CC(=CC=C2)S(=O)(=O)N2CC(CC2)(F)F)C(=O)OC)/F Methyl (Z)-1-(4-amino-2-fluorobut-2-en-1-yl)-4-(3-((3,3-difluoropyrrolidin-1-yl)sulphonyl)phenyl)-1H-benzo[d][1,2,3]triazole-6-carboxylate